C(C)(C)(C)OC(=O)N1CC(C1)C1=CC=C(C=C1)CN1CCC(CC1)(C)OC(C)=O 3-[4-[(4-acetoxy-4-methyl-1-piperidinyl)methyl]phenyl]azetidine-1-carboxylic acid tert-butyl ester